[As].[Ga].[In] indium-gallium-arsenic